(2s,4s)-N-(3,4-difluorophenyl)-N-ethyl-1-(6-methyl-4-(trifluoromethyl)pyridin-2-yl)-4-((5-oxopyrrolidin-3-yl)amino)-pyrrolidine-2-carboxamide FC=1C=C(C=CC1F)N(C(=O)[C@H]1N(C[C@H](C1)NC1CNC(C1)=O)C1=NC(=CC(=C1)C(F)(F)F)C)CC